6-(3-isopropyl-5-(1-(2-(methylsulfonyl)ethyl)piperidin-3-yl)-1H-indol-2-yl)-8-methoxy-[1,2,4]triazolo[1,5-a]pyridine C(C)(C)C1=C(NC2=CC=C(C=C12)C1CN(CCC1)CCS(=O)(=O)C)C=1C=C(C=2N(C1)N=CN2)OC